racemic-benzyl 3-fluoro-4-(hydroxymethyl)pyrrolidine-1-carboxylate FC1CN(CC1CO)C(=O)OCC1=CC=CC=C1